2-(3-{[(2S)-4-fluoro-2,3-dihydro-1H-pyrrol-2-yl]methoxy}pyridin-4-yl)-3-phenyl-1H-pyrrolo[3,2-b]pyridine FC=1C[C@H](NC1)COC=1C=NC=CC1C1=C(C2=NC=CC=C2N1)C1=CC=CC=C1